N-{[4-(furan-2-yl)phenyl]methyl}-6-methyl-1-(2-methylpropanoyl)-4-{[2-(pyridin-3-yl)phenyl]methyl}piperazine-2-carboxamide O1C(=CC=C1)C1=CC=C(C=C1)CNC(=O)C1N(C(CN(C1)CC1=C(C=CC=C1)C=1C=NC=CC1)C)C(C(C)C)=O